NC1=NC=NC=2N(C3=C(C=CC=C3C21)C(F)(F)F)CC(=O)OCCCC butyl 2-(4-amino-8-(trifluoromethyl)-9H-pyrimido[4,5-b]indol-9-yl)acetate